4-amino-5,5-dimethyl-2-[3-(2,3,6-trifluorobenzyl)1H-thieno[3,4-c]pyrazol-1-yl]-5,7-dihydro-6H-pyrrolo[2,3-d]pyrimidin-6-one NC=1C2=C(N=C(N1)N1N=C(C=3C1=CSC3)CC3=C(C(=CC=C3F)F)F)NC(C2(C)C)=O